C(C)(C)(C)OC(=O)N1CC2(NC3=NC(=C(C=C3CC2)C2=NC=CC=N2)C)CC1C 5,7'-dimethyl-6'-(pyrimidin-2-yl)-3',4'-dihydro-1'h-spiro[pyrrolidine-3,2'-[1,8]naphthyridine]-1-carboxylic acid tert-butyl ester